C\C(=C/CCOC1=CC=C(C=C1)CCC(C)=O)\CCCCC (E)-4-(4-((4-methylnon-3-en-1-yl)oxy)phenyl)butan-2-one